[N+](=O)([O-])C1=CC=C(C=C1)C(C(=O)OC)C(=O)OC dimethyl 2-(4-nitrophenyl)-malonate